BrC1=NC=C(N=C1C)C=1N=NN(C1COC1OCCCC1)C 2-bromo-3-methyl-5-(1-methyl-5-(((tetrahydro-2H-pyran-2-yl)oxy)methyl)-1H-1,2,3-triazol-4-yl)pyrazine